BrC=1C=C2C=3CCCC(C3NC2=CC1)NCCNC(OC(C)(C)C)=O tert-butyl (2-((6-bromo-2,3,4,9-tetrahydro-1H-carbazol-1-yl)amino)ethyl)carbamate